2-aminoethyl methacrylate hydrochloride salt Cl.C(C(=C)C)(=O)OCCN